((1H-indol-2-yl)methyl)-2-(4-phenylpiperazin-1-yl)ethan-1-amine N1C(=CC2=CC=CC=C12)CC(CN1CCN(CC1)C1=CC=CC=C1)N